tert-Butyl (3R,4R)-4-azido-3-hydroxy-piperidine-1-carboxylate N(=[N+]=[N-])[C@H]1[C@@H](CN(CC1)C(=O)OC(C)(C)C)O